(2S,3S)-3-(((S)-4,4,4-trifluoro-1-((2-fluorobenzyl)amino)-1-oxobutan-2-yl)carbamoyl)oxirane-2-carboxylic acid FC(C[C@@H](C(=O)NCC1=C(C=CC=C1)F)NC(=O)[C@@H]1[C@H](O1)C(=O)O)(F)F